OCC1=CC=C2CN(C(C2=C1)=O)C 6-(hydroxymethyl)-2-methylisoindol-1-one